OC1C2=C(NC(CC1)=O)C=C(C=C2)Br 5-hydroxy-8-bromo-1,3,4,5-tetrahydro-2H-benzo[b]azepin-2-one